methyl 2-((2S,4R)-2-(((tert-butoxycarbonyl)amino)methyl)-5-chloro-6-fluoro-2-phenyl-2,3-dihydrobenzofuran-4-yl)-3-fluoro-4-(2-((tetrahydro-2H-pyran-2-yl)oxy)ethoxy)benzoate C(C)(C)(C)OC(=O)NC[C@@]1(OC2=C(C1)C(=C(C(=C2)F)Cl)C2=C(C(=O)OC)C=CC(=C2F)OCCOC2OCCCC2)C2=CC=CC=C2